S1C=CC2=NC=CC(=C21)O thieno[3,2-b]pyridine-7-ol